C1(=CC=CC=C1)C1N(CCCC1)C(=O)[O-] 2-phenyl-piperidine-1-carboxylate